C1(=CC=CC=C1)C1=NC(=CC=C1C1=C(C#N)C(=C(C(=C1N1C2=C(C=3C=CC=CC13)C=NC=C2)N2C1=C(C=3C=CC=CC23)C=NC=C1)N1C2=C(C=3C=CC=CC13)C=NC=C2)N2C1=C(C=3C=CC=CC23)C=NC=C1)C1=CC=CC=C1 2-(2,6-diphenylpyridin-3-yl)-3,4,5,6-tetrakis(5H-pyrido[4,3-b]indol-5-yl)benzonitrile